C1(CCCC1)CC1=CC=C(C=C1)C=1NC=2N(C(C1)=O)N=C(C2C(=O)N2CC(C2)CF)C(=O)N(C)C 5-[4-(cyclopentylmethyl)phenyl]-3-[3-(fluoromethyl)azetidine-1-carbonyl]-N,N-dimethyl-7-oxo-4H-pyrazolo[1,5-a]pyrimidine-2-carboxamide